ethyl 3-(4-methylpyridin-2-yl)-1H-pyrrole-2-carboxylate CC1=CC(=NC=C1)C1=C(NC=C1)C(=O)OCC